FC1=CC=C(C=C1)C1=NN(C(=C1)O)C1=NC(=C(N=C1C)C)C (4-fluorophenyl)-1-(3,5,6-trimethylpyrazin-2-yl)-1H-pyrazol-5-ol